FC1=CC(=C(C=C1)N1CN(C(C2=CC=C(C=C12)C(F)(F)F)=O)C=1CNC(NC1C)=O)C 1-(4-fluoro-2-methylphenyl)-3-(6-methyl-2-oxo-1,2,3,4-tetrahydropyrimidin-5-yl)-7-(trifluoromethyl)-2,3-dihydroquinazolin-4(1H)-one